C(C)(C)(C)OC(=O)NC=1C=2N(C3=CC(=CC=C3N1)C(=O)O)C=NC2F 4-((tert-butoxycarbonyl)amino)-3-fluoroimidazo[1,5-a]quinoxaline-8-carboxylic acid